COC1=CC2=C(N=C(N2)S)C=C1 5-methoxy-2-Mercaptobenzimidazole